C(CCCCCCCCCCCCCCCCC)(=O)OCC(O)[C@H]1OC[C@H]([C@@H]1O)O [2-[(2R,3S,4R)-3,4-dihydroxyoxolan-2-yl]-2-hydroxyethyl] octadecanoate